N-(4-methoxy-3-pyridyl)-N-(4-piperidyl)-6-(trifluoromethyl)pyridin-3-amine COC1=C(C=NC=C1)N(C=1C=NC(=CC1)C(F)(F)F)C1CCNCC1